5-[2-(2-methoxyethoxy)ethoxy]-1-methyl-1H-pyrazol-3-amine COCCOCCOC1=CC(=NN1C)N